C(\C=C\C1=CC=C(C=C1)O)(=O)[O-] trans-p-coumarate